BrC1=C(C=CC=2C(N(S(C21)(=O)=O)C)=O)OC=2C=C(C#N)C=C(C2)F 3-((7-bromo-2-methyl-1,1-dioxido-3-oxo-2,3-dihydrobenzo[d]isothiazol-6-yl)oxy)-5-fluorobenzonitrile